2-amino-3-(3-hydroxy-2,6-dimethylphenyl)-7-methylindolizine-1-carboxamide NC=1C(=C2C=C(C=CN2C1C1=C(C(=CC=C1C)O)C)C)C(=O)N